FC1=C(C(=O)N(CCOC)C2=CC(=CC=C2)N(C)CC=2N=CNC2)C=CC=C1 2-fluoro-N-[3-[1H-imidazol-4-ylmethyl(methyl)amino]phenyl]-N-(2-methoxyethyl)benzamide